6-[(E)-but-2-enyl]-4-[3-methoxy-4-(morpholine-4-carbonyl)phenyl]-2-methyl-1H-pyrrolo[2,3-c]pyridin-7-one C(\C=C\C)N1C(C2=C(C(=C1)C1=CC(=C(C=C1)C(=O)N1CCOCC1)OC)C=C(N2)C)=O